COC=1C=C(C=C(C1\N=N/C1=CC(=C(C=C1)[N+](=O)[O-])C)OC)NC(C1=NC=CC=C1)=O (Z)-N-(3,5-Dimethoxy-4-((3-methyl-4-nitrophenyl)diazenyl)phenyl)picolinamide